CC(C#N)(C)C1=NC=C(C=C1)NCC#CC=1N(C2=CC=C(C=C2C1)CNC1CN(CCC1)C)CC(F)(F)F 2-methyl-2-(5-{[3-(5-{[(1-methylpiperidin-3-yl)amino]methyl}-1-(2,2,2-trifluoroethyl)-1H-indol-2-yl)prop-2-yn-1-yl]amino}pyridin-2-yl)propanenitrile